COC=1C=C(C=CC1)C(C)=O 3'-Methoxyacetophenon